1-(tert-butyl)-3-((R)-2-methyl-3-oxo-4-((R)-1-phenylethyl)-3,4-dihydro-2H-benzo[b][1,4]oxazin-7-yl)urea C(C)(C)(C)NC(=O)NC=1C=CC2=C(O[C@@H](C(N2[C@H](C)C2=CC=CC=C2)=O)C)C1